tert-butyl 4-[2-(1-acetoxy-1-methyl-ethyl)-3H-imidazo[4,5-b]pyridin-7-yl]piperidine-1-carboxylate C(C)(=O)OC(C)(C)C1=NC=2C(=NC=CC2C2CCN(CC2)C(=O)OC(C)(C)C)N1